N1C(CNC(C12CCNCC2)=O)=O 1,4,9-triazaspiro[5.5]undecane-2,5-dione